C(C)(C)(C)OC(=O)N1C(CC(C1)(F)F)=O.BrC1=C2C=C(N=CC2=C(C=C1)O[C@@H]1C[C@@H](C1)S(=O)(=O)C)Cl 5-bromo-3-chloro-8-(cis-3-(methylsulfonyl)cyclobutoxy)isoquinoline tert-butyl-4,4-difluoro-2-oxo-pyrrolidine-1-carboxylate